BrC=1C(=C(OCCC2=C(C=C(C=C2)Cl)Cl)C=CC1)I 2-(3-bromo-2-iodophenoxy)-1-(2,4-dichlorophenyl)ethane